FC(C1=NN2C(N=C(C=C2NC[C@@H](C2=CC=C(C=C2)F)N2[C@@H]3CC([C@@H](C2)C3)O)C(F)(F)F)=C1)(F)F (1S,4R)-2-((R)-2-((2,5-bis(trifluoromethyl)pyrazolo[1,5-a]pyrimidin-7-yl)amino)-1-(4-fluorophenyl)ethyl)-2-azabicyclo[2.2.1]heptan-5-ol